C(C)(=O)B([O-])[O-].[Na+].[Na+] sodium acetylboronate